C(C=1C(C(=O)O)=CC(C(=O)O)=C(C(=O)O)C1)(=O)O.[Li].[Li] dilithium pyromellitic acid